C(C1=CC=CC=C1)OC1=C2C=CC(=NC2=C(C=C1)CC)C1=C(OC2=C1C=CC=C2)C 5-(Benzyloxy)-8-ethyl-2-(2-methyl-1-benzofuran-3-yl)quinoline